isopropyl-ethyl-thio-urethane benzyl-(6R)-6-{[7-bromo-2-(1,3-dimethyl-1H-pyrazol-4-yl)[1,2,4]triazolo[1,5-c]quinazolin-5-yl]amino}-5-oxo-1,4-diazepane-1-carboxylate C(C1=CC=CC=C1)OC(=O)N1CCNC([C@@H](C1)NC1=NC=2C(=CC=CC2C=2N1N=C(N2)C=2C(=NN(C2)C)C)Br)=O.C(C)(C)N(C(=O)OCC)SCC